C(C)(C)C1=C(NC2=CC=C(C=C12)C1CCNCC1)C1=NNC=2N=CNC(C21)=O 3-(3-isopropyl-5-(piperidin-4-yl)-1H-indol-2-yl)-1,5-dihydro-4H-pyrazolo[3,4-d]pyrimidin-4-one